4-(3-isopropyl-2-(2-methylpyridin-4-yl)-1H-indol-5-yl)piperidine-1-carboxylic acid methyl ester COC(=O)N1CCC(CC1)C=1C=C2C(=C(NC2=CC1)C1=CC(=NC=C1)C)C(C)C